2,3-di-hydrobenzofuran-7-amine O1CCC2=C1C(=CC=C2)N